4-{[3-Methoxy-4-(1-methyl-1H-1,2,4-triazol-3-yl)pyridin-2-yl]amino}-N-(2H3)methyl-6-{[4-(trifluoromethyl)pyridin-2-yl]amino}pyridazin-3-carboxamid COC=1C(=NC=CC1C1=NN(C=N1)C)NC1=C(N=NC(=C1)NC1=NC=CC(=C1)C(F)(F)F)C(=O)NC([2H])([2H])[2H]